1-(3-(tert-butyl)-1-phenyl-1H-pyrazol-5-yl)-3-(2-(methylthio)-4-((3-oxo-3,4-dihydro-2H-pyrido[3,2-b][1,4]oxazin-8-yl)oxy)phenyl)urea C(C)(C)(C)C1=NN(C(=C1)NC(=O)NC1=C(C=C(C=C1)OC1=CC=NC2=C1OCC(N2)=O)SC)C2=CC=CC=C2